dioxalate Zinc hydrate O.[Zn+2].C(C(=O)[O-])(=O)[O-].C(C(=O)[O-])(=O)[O-].[Zn+2]